N-methyl-N-(2-(4-(oxetan-3-yloxy)pyridin-2-yl)-6,7-dihydro-5H-cyclopenta[d]pyrimidin-4-yl)glycine CN(CC(=O)O)C=1C2=C(N=C(N1)C1=NC=CC(=C1)OC1COC1)CCC2